2-ethyl-6-trifluoromethyl-3,4-dihydro-2H-quinoline C(C)C1NC2=CC=C(C=C2CC1)C(F)(F)F